(R/S)-(6-methylimidazo[2,1-b]thiazol-5-yl)(6-((5-(trifluoromethyl)pyridin-2-yl)oxy)-2-azabicyclo[2.2.1]hept-2-yl)methanone CC=1N=C2SC=CN2C1C(=O)N1[C@H]2C(CC(C1)C2)OC2=NC=C(C=C2)C(F)(F)F |r|